BrC=1C=CC=2N(C1)C(=NN2)C(F)(F)Cl 6-bromo-3-[chloro(difluoro)methyl]-[1,2,4]triazolo[4,3-a]pyridine